O1CC(C1)CN1C(CC[C@H]1CC1=CC=C(C=C1)B1OC(C(O1)(C)C)(C)C)=O (S)-1-(oxetan-3-ylmethyl)-5-(4-(4,4,5,5-tetramethyl-1,3,2-dioxaborolan-2-yl)benzyl)pyrrolidin-2-one